C(CCCCCCCC(=O)OC(CCCCCCCC)CCCCCCCC)(=O)OC[C@@H](COCC1=CC=CC=C1)O (R)-1-(3-(benzyloxy)-2-hydroxypropyl) 9-(heptadecan-9-yl) nonanedioate